3-(2,3-dihydroxypropoxy)propane-1,2-diol OC(COCC(CO)O)CO